5-methyl-N-[2-phenyl-2-(1-pyrrolidinyl)ethyl][1,2,4]triazolo[1,5-a]pyrimidin-7-amine CC1=NC=2N(C(=C1)NCC(N1CCCC1)C1=CC=CC=C1)N=CN2